C(C)(C)(C)OC(=O)C1=CN=C(N1C)CN1C[C@H](CC1)N1C(N(C=2C1=NC=CC2)C2CCC(CC2)C2=CC=CC=C2)=O (S)-1-methyl-2-((3-(2-oxo-1-(4-phenylcyclohexyl)-1,2-dihydro-3H-imidazo[4,5-b]pyridin-3-yl)pyrrolidin-1-yl)methyl)-1H-imidazole-5-carboxylic acid tert-butyl ester